O=C1C2(CN(C2)C(=O)OC(C)(C)C)CC1 tert-butyl 5-oxo-2-azaspiro[3.3]heptane-2-carboxylate